1-(1H-indol-7-yl)ethan-1-one tert-butyl-4-[[8-(2-chlorophenyl)-7-(4-chlorophenyl)-1-(2-methoxy-2-oxoethyl)-2,6-dioxo-2,3,6,7-tetrahydro-1H-purin-3-yl]methyl]piperidine-1-carboxylate C(C)(C)(C)OC(=O)N1CCC(CC1)CN1C(N(C(C=2N(C(=NC12)C1=C(C=CC=C1)Cl)C1=CC=C(C=C1)Cl)=O)CC(=O)OC)=O.N1C=CC2=CC=CC(=C12)C(C)=O